C(C1=CC=CC=C1)O[C@@H]1[C@@H](N(C[C@@H]([C@H]1OCC1=CC=CC=C1)OCC1=CC=CC=C1)C[C@H]1CNCC1)COCC1=CC=CC=C1 (2s,3r,4r,5s)-3,4,5-tris(benzyloxy)-2-((benzyloxy)methyl)-1-((R)-pyrrolidin-3-ylmethyl)piperidine